FC(OCC1CN(CCN1)CCC1=CC=C(C=C1)C(F)(F)F)F 3-((difluoromethoxy)methyl)-1-(4-(trifluoromethyl)phenethyl)piperazine